3,4-dihydroxyphenyl-N-(4-(6-morpholinopyridin-3-yl)thiazol-2-yl)acrylamide OC=1C=C(C=CC1O)C(C(=O)NC=1SC=C(N1)C=1C=NC(=CC1)N1CCOCC1)=C